CN(C)C[Si](C1=CC=C(C=C)C=C1)(C)C 4-(dimethylaminomethyldimethylsilyl)styrene